P(O)(=O)(OP(=O)(O)OP(=O)(O)O)OC[C@@H]1[C@H](C[C@@H](O1)N1C=NC=2C(O)=NC=NC12)O 2'-deoxyinosine-5'-triphosphate